FC(C12CC(C1)(C2)N2N=C1N(C2=O)[C@@H](CC1)C=1C=NC=C(C1)F)F (S)-2-(3-(difluoromethyl)bicyclo[1.1.1]pentan-1-yl)-5-(5-fluoropyridin-3-yl)-2,5,6,7-tetrahydro-3H-pyrrolo[2,1-c][1,2,4]triazol-3-one